C(#N)CC1OCCN(C1)C(=O)[O-] 6-(cyanomethyl)morpholine-4-carboxylate